N-methyl-(3-chloro-4-fluorophenyl)sulfonamide CNS(=O)(=O)C1=CC(=C(C=C1)F)Cl